C(C=C)(=O)N1CC2=CC=CC(=C2C2(C1)CC2)C2=C1C(=C(NC1=C(C=C2F)C(=O)N)C)Cl (R)-4-(2'-acryloyl-2',3'-dihydro-1'H-spiro[cyclopropane-1,4'-isoquinoline]-5'-yl)-3-chloro-5-fluoro-2-methyl-1H-indole-7-carboxamide